NC(CNC(C1=C(C=C(C=C1)NC=1C=2N(C=CN1)C(=CN2)C2=CC=C(C=C2)OC)C)=O)=O N-(2-amino-2-oxoethyl)-4-((3-(4-methoxyphenyl)imidazo[1,2-a]pyrazin-8-yl)amino)-2-methylbenzamide